C(C)C1=C(C(=NC(=C1C(=O)O)NC(C(C)(C)C)=O)NC(C(C)(C)C)=O)N1N=C(N=C1)C(F)(F)F ethyl-2,6-dipivalamido-5-(3-(trifluoromethyl)-1H-1,2,4-triazol-1-yl)nicotinic acid